2-(4-((1H-benzo[d]imidazol-6-yl)methyl)-3,5-difluorophenyl)-3,5-dioxo-2,3,4,5-tetrahydro-1,2,4-triazine-6-carbonitrile N1C=NC2=C1C=C(C=C2)CC2=C(C=C(C=C2F)N2N=C(C(NC2=O)=O)C#N)F